methyl 4-(2-(4-(6-((4-chlorobenzofuran-7-yl)methoxy-d2)pyridin-2-yl)cyclohex-3-en-1-yl)acetamido)-3-((((S)-oxetan-2-yl)methyl)amino)benzoate ClC1=CC=C(C2=C1C=CO2)C(OC2=CC=CC(=N2)C2=CCC(CC2)CC(=O)NC2=C(C=C(C(=O)OC)C=C2)NC[C@H]2OCC2)([2H])[2H]